C12C(C3CC(CC(C1)C3)C2)CCNCCCCCCCCC=2C=C(C=CC2)C2=NC=3N(C(=C2)N2CCN(CC2)CCO)N=C(C3C3=CC=CC=C3)C 2-(4-(5-(3-(8-((2-(adamantan-2-yl)ethyl)amino)octyl)phenyl)-2-methyl-3-phenylpyrazolo[1,5-a]pyrimidin-7-yl)piperazin-1-yl)ethan-1-ol